(4'S,7'S,9a'S)-5'-oxo-7'-(((R)-thiochroman-4-yl)carbamoyl)-2',3',4',5',9',9a'-hexahydro-7'H-spiro[cyclopentane-1,8'-pyrrolo[2,1-b][1,3]thiazepin] O=C1N2[C@@H](SCCC1)CC1([C@H]2C(N[C@@H]2CCSC3=CC=CC=C23)=O)CCCC1